ethyl 5-isopropylpyrazolo[1,5-a]pyrimidine-3-carboxylate C(C)(C)C1=NC=2N(C=C1)N=CC2C(=O)OCC